FC(OC1=C(C(=CC(=C1)C=1N(N=C2C=C(C=C(C12)OCC1=NC=CN=C1)C=1C=NN(C1)C)C)OC)C(=O)N1CC(C1)(C(F)(F)F)O)F [2-(difluoromethoxy)-6-methoxy-4-[2-methyl-6-(1-methylpyrazol-4-yl)-4-(pyrazin-2-ylmethoxy)indazol-3-yl]phenyl]-[3-hydroxy-3-(trifluoromethyl)azetidin-1-yl]methanone